(biphenyl-4-yl)-{4-(naphthalen-1-yl)-(1,1':2',1''-terphenyl)-4-yl}-(9,9-dimethylfluoren-2-yl)amine C1(=CC=C(C=C1)N(C1=CC=2C(C3=CC=CC=C3C2C=C1)(C)C)C1(CC=C(C=C1)C=1C(=CC=CC1)C1=CC=CC=C1)C1=CC=CC2=CC=CC=C12)C1=CC=CC=C1